N-(tert-butyl)-6-methyl-4-oxo-1-phenyl-1,4-dihydropyridazine-3-carboxamide C(C)(C)(C)NC(=O)C1=NN(C(=CC1=O)C)C1=CC=CC=C1